3-(3-(1-(2-(2-fluoro-5-((6-fluoro-4-methyl-1H-indol-5-yl)oxy)phenyl)-1H-imidazol-5-yl)-1-hydroxyethyl)phenyl)propanoic acid FC1=C(C=C(C=C1)OC=1C(=C2C=CNC2=CC1F)C)C=1NC(=CN1)C(C)(O)C=1C=C(C=CC1)CCC(=O)O